FC=1C=C(C=CC1F)[C@H]1N(OCC1)C(=O)C1CCC(CC1)CC=1C(=CC=2N(C1)C(=NN2)C)C [(3S)-3-(3,4-difluorophenyl)isoxazolidin-2-yl]-[4-[(3,7-dimethyl-[1,2,4]triazolo[4,3-a]pyridin-6-yl)methyl]cyclohexyl]methanone